4-(7-amino-3-isopropyl-1H-pyrazolo[4,3-d]pyrimidin-1-yl)-N-(4-(trifluoromethyl)pyridin-2-yl)benzamide NC=1C2=C(N=CN1)C(=NN2C2=CC=C(C(=O)NC1=NC=CC(=C1)C(F)(F)F)C=C2)C(C)C